C(C)[S@](=O)(=N)C=1C=C(C=NC1C=1N=C2N(C=NC(=C2)SC(F)(F)F)C1)OC(C#N)(C)C |r| racemic-2-[[5-(ethylsulfonimidoyl)-6-[7-(trifluoromethylsulfanyl)imidazo[1,2-c]pyrimidin-2-yl]-3-pyridyl]oxy]-2-methyl-propanenitrile